[Si](C)(C)(C(C)(C)C)OC1CC(C1)C(=O)OC methyl (1s,3s)-3-((tert-butyldimethylsilyl)oxy)cyclobutane-1-carboxylate